2-[6-fluoro-7-[rel-(3S)-3-methoxy-2,3,4,7-tetrahydro-1H-azepin-5-yl]-2,3-dihydrobenzofuran-5-yl]-N4,6-dimethyl-pyrimidine-2,4-diamine FC1=C(C2=C(CCO2)C=C1C1(NC(=CC(=N1)NC)C)N)C=1C[C@@H](CNCC1)OC |o1:22|